FC=1C(=C(C(=NC1)C)F)F trifluoro-methylpyridine